Cl.ClC=1C=C(C(=C(C(=O)NC=2C=NC(=CC2)C(F)(F)F)C1)O)CN1CCOCC1 5-chloro-2-hydroxy-3-(morpholinomethyl)-N-(6-(trifluoromethyl)pyridin-3-yl)benzamide hydrochloride